trans-(1r,4r)-4-((5-fluoro-4-(3-(2-oxo-1,2-dihydropyridin-3-yl)phenyl)pyrimidin-2-yl)amino)cyclohexane-1-carboxylic acid FC=1C(=NC(=NC1)N[C@@H]1CC[C@H](CC1)C(=O)O)C1=CC(=CC=C1)C=1C(NC=CC1)=O